The molecule is a cyclic hydroxamic acid derivative and antibiotic isolated from Nocardia sp. strain ND20. It exerts an inhibitory effect on lipid peroxidation and also has a potent protecting effect on neuronal cells. It has a role as an antimicrobial agent, a radical scavenger and a bacterial metabolite. It is a member of phenols, a carboxylic ester, a member of 1,3-oxazoles and a cyclic hydroxamic acid. CCCCCCCCCC(C(C)(C)C(=O)NC1CCCCN(C1=O)O)OC(=O)[C@H](CCCCN(C=O)O)NC(=O)C2=C(OC(=N2)C3=CC=CC=C3O)C